(3-aminopropyl)aminoethyl thiophosphate P(=S)(OCCNCCCN)([O-])[O-]